(1S,3R,4S,5R)-3-((5-chloro-4-(4-fluoro-2-(2-hydroxypropan-2-yl)-1-isopropyl-1H-benzo[d]imidazol-6-yl)pyrimidin-2-yl)amino)-6,8-dioxabicyclo[3.2.1]octan-4-ol ClC=1C(=NC(=NC1)N[C@@H]1C[C@H]2CO[C@@H]([C@H]1O)O2)C=2C=C(C1=C(N(C(=N1)C(C)(C)O)C(C)C)C2)F